BrC1=C(N=C2C(=C(C(=NC2=C1)N1CC(C1)N(C)C)[N+](=O)[O-])NC1C2CN(C1C2)C(=O)OC(C)(C)C)Cl tert-butyl (endo)-5-((7-bromo-6-chloro-2-(3-(dimethylamino)azetidin-1-yl)-3-nitro-1,5-naphthyridin-4-yl)amino)-2-azabicyclo[2.1.1]hexane-2-carboxylate